(R)-2-(4-(4-chloropyrazolo[1,5-a]pyridin-2-yl)-1,4,6,7-tetrahydro-5H-imidazo[4,5-c]pyridin-5-yl)-5-cyclopropyl-1,3,4-oxadiazole ClC=1C=2N(C=CC1)N=C(C2)[C@@H]2N(CCC1=C2N=CN1)C=1OC(=NN1)C1CC1